COC(=O)[C@H]\1N(CC(/C1=C/N(C)C)=O)C(=O)C(C)(C)C 1-tert-butylcarbonyl-(2S,3E)-3-[(dimethylamino)methylene]-4-oxopyrrole-2-carboxylic acid methyl ester